ClC1=C(C=CC(=N1)[C@H]1CC([C@H](C2(CCCC2)C1)O)(F)F)OC(F)F (6S,9R)-9-(6-chloro-5-(difluoromethoxy)pyridin-2-yl)-7,7-difluorospiro[4.5]decan-6-ol